6-(4-(1,3-dioxolan-2-yl)-1-methyl-1H-1,2,3-triazol-5-yl)-2-(2,5-dimethyl-1H-pyrrol-1-yl)thiazolo[4,5-c]pyridine O1C(OCC1)C=1N=NN(C1C1=CC2=C(C=N1)N=C(S2)N2C(=CC=C2C)C)C